2-(4-(3,4-difluorophenoxy)phenyl)-6-hydroxy-4H-chromen-4-one FC=1C=C(OC2=CC=C(C=C2)C=2OC3=CC=C(C=C3C(C2)=O)O)C=CC1F